COC1=NC=C(C=C1NCCC(=O)O)C(=O)OC 3-((2-methoxy-5-(methoxycarbonyl)pyridin-3-yl)amino)propanoic acid